C1(CCCCC1)C1=NC=2C=CNC(C2C(=C1)NC1=NC=C(C=C1)N1CCC(CC1)O)=O 2-cyclohexyl-4-[[5-(4-hydroxy-1-piperidyl)-2-pyridyl]amino]-6H-1,6-naphthyridin-5-one